N-((5-(2-((1-hydroxybut-3-en-2-yl)oxy)pyridin-4-yl)-2,3-dihydro-1H-inden-4-yl)carbamoyl)-1-isopropyl-1H-pyrazole-3-sulfonamide OCC(C=C)OC1=NC=CC(=C1)C=1C(=C2CCCC2=CC1)NC(=O)NS(=O)(=O)C1=NN(C=C1)C(C)C